OC(CNC(=O)C=1N=NC(=CC1)N1CCC(CC1)C(C1=C(C=CC=C1)C)=O)C1=CC=CC=C1 N-(2-hydroxy-2-phenylethyl)-6-[4-(2-methylbenzoyl)piperidin-1-yl]pyridazine-3-carboxamide